NC=1N=C(SC1C(C1=CC=CC=C1)=O)N(C1=C(C=CC=C1)C)[C@H](C(=O)N)C (S)-2-(N-(4-Amino-5-benzoylthiazol-2-yl)-2-methylanilino)propanamid